CC1(C=CC=C1)[Hf]C1(C=CC=C1)C bis(methylcyclopentadienyl)hafnium